COC1=C(C(=CC(=C1)C1=CN(C(C2=CN=CC=C12)=O)C)OC)CC=O 2-(2,6-Dimethoxy-4-(2-methyl-1-oxo-1,2-dihydro-2,7-naphthyridin-4-yl)phenyl)acetaldehyde